5-((((6-(3-(2-((3-(((1-acetylpiperidin-4-yl)amino)methyl)-2-fluorophenyl)amino)-3-chloropyridin-4-yl)-2-chlorophenyl)-2-methoxypyridin-3-yl)methyl)amino)methyl)pyrrolidin-2-one C(C)(=O)N1CCC(CC1)NCC=1C(=C(C=CC1)NC1=NC=CC(=C1Cl)C=1C(=C(C=CC1)C1=CC=C(C(=N1)OC)CNCC1CCC(N1)=O)Cl)F